Dimethyl 5-(3-(((tert-butoxycarbonyl)amino)oxy)propoxy)isophthalate C(C)(C)(C)OC(=O)NOCCCOC=1C=C(C=C(C(=O)OC)C1)C(=O)OC